COC=C(C(=O)OC)CC1=C(C=CC(=C1)C1OCC(O1)CCC(C1=CC=CC=C1)=O)C methyl 3-methoxy-2-(2-methyl-5-(4-(3-oxo-3-phenylpropyl)-1,3-dioxolan-2-yl)benzyl)acrylate